5-(((3-exo)-8-(2-cyanoethyl)-8-azabicyclo[3.2.1]oct-3-yl)amino)-7-((5-methyl-1H-pyrazol-3-yl)amino)-1,6-naphthyridine-8-carbonitrile C(#N)CCN1C2CC(CC1CC2)NC2=C1C=CC=NC1=C(C(=N2)NC2=NNC(=C2)C)C#N